FC(C=1C=CC(=NC1)C1=NN=NN1CC1=CC=C(C(=O)NO)C=C1)(F)F 4-[[5-[5-(trifluoromethyl)-2-pyridinyl]tetrazol-1-yl]methyl]benzohydroxamic acid